C1=CC=C2C(=C1)C=C(N2)C3=CC=C(C=C3)C(=N)N 4',6-amidino-2-phenylindole